6-(1,4-dioxan-2-yl)quinoline-4-carboxylate O1C(COCC1)C=1C=C2C(=CC=NC2=CC1)C(=O)[O-]